difluoropiperonyl-butoxide FC(C([O-])(CC1=CC=2OCOC2C=C1)F)CC